3-(methylsulfamoyl)-4-(octylamino)benzoic acid CNS(=O)(=O)C=1C=C(C(=O)O)C=CC1NCCCCCCCC